(4S)-4-(2,3-dichloro-6-hydroxyphenyl)-1-[(2S)-2,3-dihydroxypropyl]imidazolidin-2-one ClC1=C(C(=CC=C1Cl)O)[C@@H]1NC(N(C1)C[C@@H](CO)O)=O